3-methyl-1,3-dihydro-1,4-benzodiazepin-2-one hydrazone CC1C(NC2=C(C=N1)C=CC=C2)=NN